[Al].[Au].O[C@@H]1CN2[C@@H]([C@@H]([C@@H]2CN(C[C@@H]1O)C(=O)NC1=CC=C(C=C1)OC)C1=CC=C(C=C1)C#CC1=CC=CC=C1)CN(C)C(C)C (3R,4S,8R,9S,10S)-3,4-dihydroxy-10-[[isopropyl(methyl)amino]methyl]-N-(4-methoxyphenyl)-9-[4-(2-phenylethynyl)phenyl]-1,6-diazabicyclo[6.2.0]decane-6-carboxamide gold-aluminum